NC=1C(=NC(=C(N1)F)C1=CC=C(C=C1)N1CCN(CC1)CC1CC1)C=1C=C2CCNC(C2=C(C1)F)=O 6-(3-amino-6-(4-(4-(cyclopropylmethyl)piperazin-1-yl)phenyl)-5-fluoropyrazin-2-yl)-8-fluoro-3,4-dihydroisoquinolin-1(2H)-one